(S)-15-Chloro-8-ethyl-4-fluoro-8-hydroxy-1,2,3,8,11,14-hexahydro-9H,12H-cyclopenta[f]pyrano[3',4':6,7]indolizino[1,2-b]quinoline-9,12-dione ClC1=C2C(=NC3=CC(=C4C(=C13)CCC4)F)C4=CC1=C(C(N4C2)=O)COC([C@]1(O)CC)=O